3-{4-Aminopyrrolo[2,3-d]pyrimidin-7-yl}-5-{[(3-bromo-2H-pyrazol-4-yl)(3-{[2-(4-fluorophenyl)ethyl]amino}propyl)amino]methyl}cyclopentane-1,2-diol NC=1C2=C(N=CN1)N(C=C2)C2C(C(C(C2)CN(CCCNCCC2=CC=C(C=C2)F)C2=C(NN=C2)Br)O)O